FC1=C(OC2=CC(=NC=C2)C(=O)N[C@@H]2C(N(C3=C(OC2)C=CC(=C3)C#CC3(COC3)O)C)=O)C=CC=C1 (S)-4-(2-fluorophenoxy)-N-(7-((3-hydroxyoxetan-3-yl)ethynyl)-5-methyl-4-oxo-2,3,4,5-tetrahydrobenzo[b][1,4]oxazepin-3-yl)picolinamide